C(OCC[Si](C)(C)C)(ON1C(CCC1=O)=O)=O 2-trimethylsilylethyl (2,5-dioxopyrrolidin-1-yl) carbonate